3-[3,5-bis(trifluoromethyl)pyridin-2-yl]-7-fluoro-2,3,4,5-tetrahydro-1H-1-benzazepin-2-one FC(C=1C(=NC=C(C1)C(F)(F)F)C1C(NC2=C(CC1)C=C(C=C2)F)=O)(F)F